N-((1H-pyrrolo[3,2-c]pyridine-2-yl)methyl)-2-(5-amino-6-oxo-2-phenylpyrimidin-1(6H)-yl)acetamide hydrochloride Cl.N1C(=CC=2C=NC=CC21)CNC(CN2C(=NC=C(C2=O)N)C2=CC=CC=C2)=O